[Br-].C(CCCCCCCCCCC)[N+](C)(C)CCCCCCCCCCCC bis-Dodecyl-Dimethyl-Ammonium Bromide